COC(CCC(=O)C=1SC=C(C1)C1=COC2=C1C=CC=C2)=O 4-(4-(benzofuran-3-yl)thiophen-2-yl)-4-oxobutanoic acid methyl ester